Rac-(2s,3r)-3-azido-2-[(3-chloro-2-fluorophenyl)methyl]-4,4-difluoropyrrolidine-1-carboxylic acid tert-butyl ester C(C)(C)(C)OC(=O)N1[C@H]([C@H](C(C1)(F)F)N=[N+]=[N-])CC1=C(C(=CC=C1)Cl)F |r|